ClC1=C(C(=CC=C1OC)F)N1N=CC2=C1COC[C@H]2NC(=O)C2=NNC(=C2CC)C (S)-N-(1-(2-chloro-6-fluoro-3-methoxyphenyl)-1,4,5,7-tetrahydropyrano[3,4-c]pyrazol-4-yl)-4-ethyl-5-methyl-1H-pyrazole-3-carboxamide